C(#N)C(C#CC1=CC(=NC(=C1)C)C(=O)N[C@H](C1=CC(=C(C=C1)C)F)C1=C(C=CC(=C1)F)O)(C)C (R)-4-(3-cyano-3-methylbut-1-yn-1-yl)-N-((5-fluoro-2-hydroxyphenyl)(3-fluoro-4-methylphenyl)methyl)-6-methylpicolinamide